5-{2-[2-(3,5-dimethyl-1H-pyrazol-4-yl)ethyl]-8-fluoro-6-hydroxy-1,2,3,4-tetrahydroisoquinolin-7-yl}-1λ6,2,5-thiadiazolidine-1,1,3-trione CC1=NNC(=C1CCN1CC2=C(C(=C(C=C2CC1)O)N1CC(NS1(=O)=O)=O)F)C